ClC=1N=CC=NC1 5-Chloropyrazin